(3-(6-((3,6-Dichloro-5-cyanopyridin-2-yl)amino)-3-(2-(methylamino)-2-oxoethoxy)-2-oxoquinolin-1(2H)-yl)propyl)carbamic acid tert-butyl ester C(C)(C)(C)OC(NCCCN1C(C(=CC2=CC(=CC=C12)NC1=NC(=C(C=C1Cl)C#N)Cl)OCC(=O)NC)=O)=O